[2,2'-bipyridine]-4-carboxylic acid N1=C(C=C(C=C1)C(=O)O)C1=NC=CC=C1